(3S,4S)-3-methyl-8-(9-((2,3,4,5-tetrafluorophenyl)ethynyl)-7H-imidazo[1,2-c]pyrazolo[4,3-e]pyrimidin-5-yl)-2-oxa-8-azaspiro[4.5]decan-4-amine C[C@@H]1OCC2([C@@H]1N)CCN(CC2)C2=NC1=C(C=3N2C=CN3)C(=NN1)C#CC1=C(C(=C(C(=C1)F)F)F)F